2-(prop-2-yn-1-yl)morpholine hydrochloride Cl.C(C#C)C1CNCCO1